C(=O)(OC(C)(C)C)C=1NC=CC=NC1 boc-1,4-diazepine